COC=1C=C2C(N(C(=NC2=C(C1)C(C)=N[S@](=O)C(C)(C)C)N1CCOCC1)C)=O (R)-N-(1-(6-methoxy-3-methyl-2-morpholino-4-oxo-3,4-dihydroquinazolin-8-yl)ethylidene)-2-methylpropane-2-sulfinamide